imidazo[1,2-a]pyrimidine-7-carboxylic acid N=1C=CN2C1N=C(C=C2)C(=O)O